BrCC=1OC=CC1C(=O)OC methyl 2-(bromomethyl)furan-3-carboxylate